2-(1,3-Bis(4-fluorophenyl)-1H-pyrazol-4-yl)-3-(4-methoxyphenethyl)-5-methyloxazolidin-4-one FC1=CC=C(C=C1)N1N=C(C(=C1)C1OC(C(N1CCC1=CC=C(C=C1)OC)=O)C)C1=CC=C(C=C1)F